C(C)(C)C1=C(NC2=C1N=C(S2)C2CCC(CC2)=O)C=2C(=CC=1N(C2)N=CN1)C 4-(6-isopropyl-5-(7-methyl-[1,2,4]triazolo[1,5-a]pyridin-6-yl)-4H-pyrrolo[3,2-d]thiazol-2-yl)cyclohexan-1-one